C(C)OC(C[C@H]1CC[C@H](N1C(CC(=O)OCC)=O)C(=O)OCC)=O ethyl (2S,5R)-5-(2-ethoxy-2-oxoethyl)-1-(3-ethoxy-3-oxopropanoyl)pyrrolidine-2-carboxylate